(2R,3S,5R)-5-(6-Amino-2-fluoro-9H-purin-9-yl)-2-ethynyl-2-((((S)-(((S)-1-(heptan-4-yloxy)-1-oxo-3-phenylpropan-2-yl)amino)(phenoxy)phosphoryl)oxy) methyl)tetrahydrofuran-3-yl decanoate C(CCCCCCCCC)(=O)O[C@@H]1[C@](O[C@H](C1)N1C2=NC(=NC(=C2N=C1)N)F)(CO[P@](=O)(OC1=CC=CC=C1)N[C@H](C(=O)OC(CCC)CCC)CC1=CC=CC=C1)C#C